C(=C)[Si](OCC)(C)C vinyl-dimethyl-ethoxysilicon